CC=C(C(=O)O)CN1C(N(C(C2=CC(=CC=C12)C(F)(F)F)=O)C1=CN=CC2=CC=CC=C12)=O.C(CC)NS(=O)(=O)N[C@@H](CCCC(N)N=[N+]=[N-])C(=O)O propylsulfamoyl-6-azido-L-lysine methyl-2-((3-(isoquinolin-4-yl)-2,4-dioxo-6-(trifluoromethyl)-3,4-dihydroquinazolin-1(2H)-yl)methyl)acrylate